2-((S)-1-chloroethyl)-1-(((S)-oxetan-2-yl)methyl)-3H-imidazo[4,5-b]pyridine-5-carboxylic acid isopropyl ester C(C)(C)OC(=O)C1=CC=C2C(=N1)NC(N2C[C@H]2OCC2)[C@H](C)Cl